(E)-N-(2-butoxyphenyl)-3-(3,4-diethoxyphenyl)acrylamide C(CCC)OC1=C(C=CC=C1)NC(\C=C\C1=CC(=C(C=C1)OCC)OCC)=O